NC1=C(C(=O)NCC)C=C(C=N1)C1=C(C=C(C=C1)NC(C(O)C1=CC(=CC(=C1)F)F)=O)C 2-amino-5-(4-(2-(3,5-difluorophenyl)-2-hydroxyacetamido)-2-methylphenyl)-N-ethylnicotinamide